CC1=C(C=CC(=C1C(=O)OCC1=NC=C(N=C1)OCC=C)Cl)C1=CC(=CC=C1)CBr [5-(prop-2-en-1-yloxy)pyrazin-2-yl]methanol methyl-3'-(bromomethyl)-4-chloro-[1,1'-biphenyl]-3-carboxylate